(5-fluoro-2-(2H-1,2,3-triazol-2-yl)phenyl)((1S,4R,6R)-6-((5-(trifluoromethyl)pyridin-2-yl)oxy)-2-azabicyclo[2.2.1]heptan-2-yl)methanone FC=1C=CC(=C(C1)C(=O)N1[C@@H]2[C@@H](C[C@H](C1)C2)OC2=NC=C(C=C2)C(F)(F)F)N2N=CC=N2